4-amino-N-(bicyclo[1.1.1]pentan-1-yl)-N-(2-(trifluoromethyl)-6,7-dihydro-5H-cyclopenta[b]pyridin-5-yl)imidazo[1,5-a]quinoxaline-8-carboxamide NC=1C=2N(C3=CC(=CC=C3N1)C(=O)N(C1CCC3=NC(=CC=C31)C(F)(F)F)C31CC(C3)C1)C=NC2